[Br-].C[N+]1(C(CCCC1)CC)C dimethyl-2-ethylpiperidinium bromide